FC1=CC=C(C=C1)C=1N=CN(C1C=1C=CC=2N(N1)C(=CN2)C#N)CC2OCCC2 6-(4-(4-fluorophenyl)-1-((tetrahydrofuran-2-yl)methyl)-1H-imidazol-5-yl)imidazo[1,2-b]pyridazine-3-carbonitrile